C1(CC1)CNC1=CC(=C2C(NC(=NC2=C1)CSC1CCNCC1)=O)F 7-((Cyclopropylmethyl)amino)-5-fluoro-2-((piperidin-4-ylthio)methyl)quinazolin-4(3H)-one